(2S,4R)-1-[(2S)-2-(7-bromoheptanoylamino)-3,3-dimethyl-butanoyl]-4-hydroxy-N-[(1S)-1-[4-(4-methylthiazol-5-yl)phenyl]ethyl]pyrrolidine-2-carboxamide BrCCCCCCC(=O)N[C@H](C(=O)N1[C@@H](C[C@H](C1)O)C(=O)N[C@@H](C)C1=CC=C(C=C1)C1=C(N=CS1)C)C(C)(C)C